2-(cyclopropanecarboxamido)-N-(2-(2-methoxy-4-(trifluoromethyl)phenoxy)ethyl)-6-methylisonicotinamide C1(CC1)C(=O)NC=1C=C(C(=O)NCCOC2=C(C=C(C=C2)C(F)(F)F)OC)C=C(N1)C